1,1'-dimethyl-cobaltocene C[C-]1C=CC=C1.[C-]1(C=CC=C1)C.[Co+2]